5-[(1S,3R)-2-(2-fluoro-2-methylpropyl)-3-methyl-1H,2H,3H,4H,9H-pyrido[3,4-b]indol-1-yl]-2-[(1-propylazetidin-3-yl)oxy]-1,3-thiazole FC(CN1[C@@H](C=2NC3=CC=CC=C3C2C[C@H]1C)C1=CN=C(S1)OC1CN(C1)CCC)(C)C